N-(8'-(azetidin-1-yl)-4'H-spiro[cyclopropane-1,5'-naphtho[2,1-d]isoxazol]-3'-yl)-2,6-dimethoxy-4-(morpholine-4-carbonyl)benzenesulfonamide N1(CCC1)C1=CC=C2C3(CC=4C(=NOC4C2=C1)NS(=O)(=O)C1=C(C=C(C=C1OC)C(=O)N1CCOCC1)OC)CC3